C(C)OC(NCC=1C(=CC=CC1)CNC(O)=O)=O xylylenedicarbamic acid ethyl ester